tert-butyl (8-fluoro-4-(((6-(hydroxymethyl)pyridin-2-yl)methyl)carbamoyl)quinazolin-2-yl)carbamate FC=1C=CC=C2C(=NC(=NC12)NC(OC(C)(C)C)=O)C(NCC1=NC(=CC=C1)CO)=O